P(=O)([O-])([O-])[O-].[Na+].C(C(=O)O)(=O)O.[Na+].[Na+] oxalic acid sodium phosphate salt